ClC1=NN(C(C=C1C1=CC(=CC=C1)F)=O)CC(=O)O 2-(3-chloro-4-(3-fluorophenyl)-6-oxopyridazin-1(6H)-yl)acetic acid